SC1CN(C1)C1C[C@H](CCC1)NC(=N)N 1-((1S)-3-(3-mercaptoazetidin-1-yl)cyclohexyl)guanidine